COC1=C(OCCN(C)C)C=C(C=C1)C1=NN(C2=C1C=NC=1C=CC=CC21)C2=CC=CC=C2 [2-(2-methoxy-5-{1-phenyl-1H-pyrazolo[4,3-c]quinolin-3-yl}phenoxy)ethyl]dimethylamine